(S)-1-((S)-2-amino-4-methylpentyl)pyrrolidine-2-carboxamide methyl-(CIS)-3-(4-methyl-1H-pyrazol-3-yl)-2-(((1-phenylpiperidin-4-yl)oxy)methyl)piperidine-1-carboxylate COC(=O)N1[C@H]([C@H](CCC1)C1=NNC=C1C)COC1CCN(CC1)C1=CC=CC=C1.N[C@H](CN1[C@@H](CCC1)C(=O)N)CC(C)C